C(C)(C)(C)OC(=O)[C@H]1C[C@H](CC=2N1C(NN2)=O)C |r| tert-Butyl-(5RS,7RS)-7-methyl-3-oxo-2,3,5,6,7,8-hexahydro[1,2,4]triazolo[4,3-a]pyridine-5-carboxylate